The molecule is an N-acyl-1-O-beta-D-glucosyl-4-hydroxy-15-methylhexadecasphinganine in which the acyl group has 24 carbons and 0 double bonds and is 2-hydroxylated. It derives from a 15-methylhexadecaphytosphingosine. CCCCCCCCCCCCCCCCCCCCCCC(C(=O)N[C@@H](CO[C@H]1[C@@H]([C@H]([C@@H]([C@H](O1)CO)O)O)O)[C@@H]([C@@H](CCCCCCCCCCC(C)C)O)O)O